2-methyl-4-(1-(4-(perfluoroethoxy)phenyl)-1H-1,2,4-triazol-3-yl)benzoyl azide CC1=C(C(=O)N=[N+]=[N-])C=CC(=C1)C1=NN(C=N1)C1=CC=C(C=C1)OC(C(F)(F)F)(F)F